CC(CCCCCCCCCCCCC(=O)O)CCC(=O)O 14-methylheptadecanedioic acid